3-(4-Chlorophenyl)-4-phenyl-N-((4-(trifluoromethyl)piperidin-1-yl)sulfonyl)-4,5-dihydro-1H-pyrazole-1-carbothioamide ClC1=CC=C(C=C1)C1=NN(CC1C1=CC=CC=C1)C(NS(=O)(=O)N1CCC(CC1)C(F)(F)F)=S